C1(C=2C(C(N1)=O)=CC=CC2)=O Phthalimide